N-[1-(3-{3-[(S)-(1,3-Dimethyl-azetidin-3-yl)-hydroxy-(4-isopropyl-phenyl)-methyl]-phenyl}-[1,2,4]oxadiazol-5-yl)-cyclopropyl]-acetamide CN1CC(C1)(C)[C@@](C=1C=C(C=CC1)C1=NOC(=N1)C1(CC1)NC(C)=O)(C1=CC=C(C=C1)C(C)C)O